FC1=CC(=CC2=C(N(N=C12)C)C(C)C)C1=NC(=NC=C1)NC1=CC=C(C=N1)CN1CCN(CC1)C(=O)OC methyl 4-((6-((4-(7-fluoro-3-isopropyl-2-methyl-2H-indazol-5-yl)pyrimidin-2-yl)amino)pyridin-3-yl)methyl)piperazine-1-carboxylate